FC=1C(=CC=2C3=C(NC(C2C1)=O)COCC3N(C(=O)C=3NC1=CC=CC(=C1C3)C(F)F)C)F N-(8,9-difluoro-6-oxo-1,4,5,6-tetrahydro-2H-pyrano[3,4-c]isoquinolin-1-yl)-4-(difluoromethyl)-N-methyl-1H-indole-2-carboxamide